BrC1=CC=CC2=C1CN(CCN2C2=NC=1N(C3=CC=C(C(=C23)F)F)C(=NN1)C)C 5-(6-bromo-4-methyl-3,5-dihydro-2H-1,4-benzodiazepin-1-yl)-6,7-difluoro-1-methyl-[1,2,4]triazolo[4,3-a]quinazoline